2-(bromomethyl)phthalimide BrCC12C(C(=O)NC1=O)C=CC=C2